C(C1=CC=CC=C1)OC1CC(C1)OC1=CC(=NC(=C1)[C@@]1(COCC1)OC)Br 4-((1r,3s)-3-(Benzyloxy)cyclobutoxy)-2-bromo-6-((S)-3-methoxytetrahydrofuran-3-yl)pyridine